Butyltriphenylphosphonium tetrafluoroborat F[B-](F)(F)F.C(CCC)[P+](C1=CC=CC=C1)(C1=CC=CC=C1)C1=CC=CC=C1